[Si](C)(C)(C(C)(C)C)OC=1C=C2C(=NN(C2=CC1)C1OCCCC1)C=1C=NN(C1)[C@@H](CCOCC[C@H](C)CS(=O)(=O)[O-])C [(1S)-3-[(3R)-3-[4-[5-[tert-butyl(dimethyl)silyl]oxy-1-tetrahydropyran-2-yl-indazol-3-yl]pyrazol-1-yl]butoxy]-1-methyl-propyl]methanesulfonate